FC(OCC(=O)NC1=CC(=C(C=C1)I)F)F 2-(difluoromethoxy)-N-(3-fluoro-4-iodo-phenyl)acetamide